5-bromopentanoyl-methionine methyl ester COC([C@@H](NC(CCCCBr)=O)CCSC)=O